FC(OC=1C=C(C=CC1OC)/C=C/C(=O)C1=CC=C(C=C1)S(=O)(=O)NCCC(=O)O)F 3-[[4-[(E)-3-[3-(Difluoromethoxy)-4-methoxyphenyl]prop-2-enoyl]phenyl]sulfonylamino]propanoic acid